R-N-1-phenylethyl-N'-triethoxysilylurea C1(=CC=CC=C1)[C@@H](C)NC(=O)N[Si](OCC)(OCC)OCC